ClCOCC[Si](C)(C)C [2-(chloromethoxy)ethyl](trimethyl)silane